O1C(CCCC1)N1N=C(C2=CC=CC=C12)C(=O)N 1-(tetrahydro-2H-pyran-2-yl)-1H-indazole-3-carboxamide